FC(C=1C=C(C=CC1C)C1CC2(CNC2)CC1)F 6-(3-(Difluoromethyl)-4-methylphenyl)-2-azaspiro[3.4]octan